C(C)C1=CC=CC2=C1N=C(O2)C2=CC=C(C=C2)CN ethyl-2-[4-(aminomethyl)phenyl]-1,3-benzoxazole